7-Bromo-2,4-dichloro-6-fluoro-8-methylquinazoline BrC1=C(C=C2C(=NC(=NC2=C1C)Cl)Cl)F